3-(7-(4-((4-(5-chloro-4-iodopyridin-2-yl)piperazin-1-yl)methyl)piperidin-1-yl)-1-methyl-1H-indazol-3-yl)piperidine-2,6-dione ClC=1C(=CC(=NC1)N1CCN(CC1)CC1CCN(CC1)C=1C=CC=C2C(=NN(C12)C)C1C(NC(CC1)=O)=O)I